Azolo[5,4-H]quinazolin-2-amine N1C(=NC=C2C=CC=3C(=C12)C=CN3)N